C1CC12CCN(CC2)C2=C(C(=O)NC1=CC3=C(N=C(S3)NC(OC(C)(C)C)=O)C(=C1F)N1CCC(CC1)(F)F)C=CC(=C2)NS(=O)(=O)CCO tert-butyl N-[6-(2-{6-azaspiro[2.5]octan-6-yl}-4-(2-hydroxyethanesulfonamido)benzoylamino)-4-(4,4-difluoropiperidin-1-yl)-5-fluoro-1,3-benzothiazol-2-yl]carbamate